3-(5-(4-Fluorophenyl)-1,2,4-oxadiazol-3-yl)-6-methoxyquinolin-2-ol FC1=CC=C(C=C1)C1=NC(=NO1)C=1C(=NC2=CC=C(C=C2C1)OC)O